FC1=CC=C(C=C1)C1=NOC(=N1)C1=CC2=C(N(N=N2)CCC)C=C1 5-[3-(4-fluorophenyl)-1,2,4-oxadiazol-5-yl]-1-propyl-1H-1,2,3-benzotriazole